BrCCCOC1=CC=C(C=C1)C 1-(3-bromopropyloxy)-4-methylbenzene